FC=1C=C(C#N)C=C(C1)[C@@H]1CC=NN1C(=O)N1CCN(CC1)C1=NC=C(C(=N1)C=1C(=NN(C1C)C)CO)F (S)-3-fluoro-5-(1-(4-(5-fluoro-4-(3-(hydroxymethyl)-1,5-dimethyl-1H-pyrazol-4-yl)pyrimidin-2-yl)piperazine-1-carbonyl)-4,5-dihydro-1H-pyrazol-5-yl)benzonitrile